3-((4,4-bis((3,7-dimethyloct-6-en-1-yl)oxy)butanoyl)oxy)-2-((((3-(diethylamino)propoxy)carbonyl)oxy)methyl)propyl (9Z,12Z)-octadeca-9,12-dienoate C(CCCCCCC\C=C/C\C=C/CCCCC)(=O)OCC(COC(CCC(OCCC(CCC=C(C)C)C)OCCC(CCC=C(C)C)C)=O)COC(=O)OCCCN(CC)CC